6-fluoro-5-isopropoxy-3-[2-[(3S)-3-methylpiperazin-1-yl]-4-pyridinyl]-1H-indazole FC1=C(C=C2C(=NNC2=C1)C1=CC(=NC=C1)N1C[C@@H](NCC1)C)OC(C)C